1-(Trans-4-(5-(benzyloxy)pyrazolo[1,5-a]pyridin-3-yl)cyclohexyl)-3-(trimethylsilyl)prop-2-yn-1-ol C(C1=CC=CC=C1)OC1=CC=2N(C=C1)N=CC2[C@@H]2CC[C@H](CC2)C(C#C[Si](C)(C)C)O